FC1=CC=C(C=C1)[C@@H](C)OC1=C(C=CC(=C1)NS(=O)(=O)CC(F)(F)F)C1=NN(C(=C1C(=O)N)NC1=NC=CN=C1)COCC[Si](C)(C)C 3-{2-[(1R)-1-(4-fluorophenyl)ethoxy]-4-(2,2,2-trifluoroethanesulfonamido)phenyl}-5-[(pyrazin-2-yl)amino]-1-{[2-(trimethylsilyl)ethoxy]methyl}-1H-pyrazole-4-carboxamide